CC=1N=CC(=NC1)CC 5-methylethylpyrazine